7-(2-(pyrimidin-4-ylcarbamoyl)phenyl)-5,7-dihydro-4H-[1,2,3]triazolo[4',5':3,4]benzo[1,2-c][1,2,5]oxadiazole 3,6-dioxide N1=CN=C(C=C1)NC(=O)C1=C(C=CC=C1)N1[N+](=C2C(C=3C(=[N+](ON3)[O-])CC2)=N1)[O-]